C(C1=CC=CC=C1)NC(=O)NC(C1=C(N=C(C=C1)C(F)(F)F)Cl)=O N-(benzylcarbamoyl)-2-chloro-6-(trifluoromethyl)nicotinamide